3-methyl-1-phenyl-2-pyrazoline-5-one CC1=NN(C(C1)=O)C1=CC=CC=C1